di(2-ethylhexyl) peroxide C(C)C(COOCC(CCCC)CC)CCCC